8-chloro-4-methyl-9-(4,4,5,5-tetramethyl-1,3,2-dioxaborolan-2-yl)-5,6-dihydro-4H-[1,4]oxazepino[5,6,7-de]quinazoline ClC1=C2C=3C(=NC=NC3C=C1B1OC(C(O1)(C)C)(C)C)N(CCO2)C